ClN1C(N(CC1)CCOC1=C(C2=CC3=CC4=CC=CC=C4C=C3C=C2C=C1)C#[N+][O-])=O 2-(2-(3-chloro-2-oxoimidazolidin-1-yl)ethoxy)-1-naphthacenecarbonitrile oxide